C1(CO1)=O acetlactone